C(N)(=O)C1=NN(C2=CC=CC=C12)CC(=O)N(CC(=O)NCC1=C(C(=CC=C1)Cl)F)[C@@H]1C[C@H](C1)NC(OC(C)(C)C)=O tert-butyl ((trans)-3-(2-(3-carbamoyl-1H-indazol-1-yl)-N-(2-((3-chloro-2-fluorobenzyl)amino)-2-oxoethyl)acetamido)cyclobutyl)carbamate